Tert-butyl (3aS,6aS)-5-(4-(2-(2-aminopyridin-3-yl)-5-(4-fluorophenyl)-3H-imidazo[4,5-b]pyridin-3-yl)benzyl)hexahydropyrrolo[3,4-c]pyrrole-2(1H)-carboxylate NC1=NC=CC=C1C1=NC=2C(=NC(=CC2)C2=CC=C(C=C2)F)N1C1=CC=C(CN2C[C@@H]3[C@@H](C2)CN(C3)C(=O)OC(C)(C)C)C=C1